Cl.O[C@@H]1C[C@H](NC1)C(=O)N1CCN(CC1)C(=O)C1=C(C=C(C=C1)NC=1C=2N(C=CN1)C(=CN2)C=2C(=NNC2)C(F)(F)F)C [4-[(2S,4R)-4-hydroxypyrrolidine-2-carbonyl]piperazin-1-yl]-[2-methyl-4-[[3-[3-(trifluoromethyl)-1H-pyrazol-4-yl]imidazo[1,2-a]pyrazin-8-yl]amino]phenyl]methanone hydrochloride